5-(cyclohexylmethyl)-2-methyl-2,4-dihydro-3H-1,2,4-triazol-3-one C1(CCCCC1)CC=1NC(N(N1)C)=O